1,3-dimethyl-7-(4-methylpiperazin-1-yl)-2,4-dioxo-1,2,3,4-tetrahydropyrido[2,3-d]pyrimidin-5-yl p-toluenesulfonate CC1=CC=C(C=C1)S(=O)(=O)OC1=CC(=NC=2N(C(N(C(C21)=O)C)=O)C)N2CCN(CC2)C